C(#N)C=1C=CC2=C(O[C@@H](CN2C2=CC=C(C=C2)C(F)(F)F)CNC(C)=O)N1 (R)-N-((6-cyano-1-(4-(trifluoromethyl)phenyl)-2,3-dihydro-1H-pyrido[2,3-b][1,4]oxazin-3-yl)methyl)acetamide